4-Methacryloyloxyethoxy-4'-methoxybenzophenon C(C(=C)C)(=O)OCCOC1=CC=C(C(=O)C2=CC=C(C=C2)OC)C=C1